(3-chloro-4-(7-((3-(4-methylpiperazin-1-yl)propyl)amino)thieno[3,2-b]pyridin-5-yl)phenyl)(morpholino)methanone ClC=1C=C(C=CC1C1=CC(=C2C(=N1)C=CS2)NCCCN2CCN(CC2)C)C(=O)N2CCOCC2